C1(CC1)[C@H](C=1C=CC2=C(N=C(O2)NC(=O)C2=NON=C2C2CCC(CC2)(F)F)C1F)N1C(N[C@H](C1)C(F)(F)F)=O |o1:3,33| (S)-(5-((R or S)-Cyclopropyl((R or S)-2-oxo-4-(trifluoromethyl)-imidazolidin-1-yl)methyl)-4-fluorobenzo[d]oxazol-2-yl)(4,4-difluorocyclohexyl)-1,2,5-oxadiazole-3-carboxamide